NC1=NC=NN2C1=C(C=C2C2=C(C(N(C=C2)[C@@H]2CN(C[C@@H]2F)C(=O)C2CC(C2)(F)F)OC)C(=O)N)CN2CC(C2)(F)F 4-amino-5-[(3,3-difluoroazetidin-1-yl)methyl]pyrrolo[2,1-f][1,2,4]triazin-7-yl-1-N-[(3R,4S)-1-(3,3-difluorocyclobutanecarbonyl)-4-fluoropyrrolidin-3-yl]-2-methoxypyridine-3-carboxamide